N-phenylglycine, n-propyl ester C1(=CC=CC=C1)NCC(=O)OCCC